OCCC[C@H](C)NC(OC(C)(C)C)=O tert-butyl N-[(1S)-4-hydroxy-1-methyl-butyl]carbamate